FC(OC[C@@H](C1=CC(=CC=C1)OC(F)(F)F)NC(CC(C)(O)C1(CC1)F)=O)F N-((R)-2-(difluoromethoxy)-1-(3-(trifluoromethoxy)phenyl)ethyl)-3-(1-fluorocyclopropyl)-3-hydroxybutanamide